C[C@@H]1O[C@@H](CN(C1)C(=O)C1=CC=C(C2=C1CCO2)NC2=CC(=C1C(=N2)NC=C1C(F)(F)F)NCC)C ((2S,6R)-2,6-dimethylmorpholino)(7-((4-(ethylamino)-3-(trifluoromethyl)-1H-pyrrolo[2,3-b]pyridin-6-yl)amino)-2,3-dihydrobenzo-furan-4-yl)methanone